CSC1=CC=C(C=C1)NS(=O)=O.[Na] sodium N-[4-(methylthio)phenyl]sulfonamide